C(#N)C=1C=NN2C1C(=CC(=C2)O)C=2C=CC(=NC2)N2CC1N(C(C2)C1)C(=O)OC(C)(C)C Tert-butyl 3-(5-(3-cyano-6-hydroxypyrazolo[1,5-a]pyridin-4-yl)pyridin-2-yl)-3,6-diazabicyclo[3.1.1]heptane-6-carboxylate